cis-1,2,2-trimethylcyclopentane-1,3-dimethanol C[C@@]1(C([C@H](CC1)CO)(C)C)CO